N-[4-amino-1-(trifluoromethyl)cyclohexyl]-2-methylpropane-2-sulfinamide NC1CCC(CC1)(C(F)(F)F)NS(=O)C(C)(C)C